N1N=CC2=CC=CC(=C12)[C@@H](C)NC(=O)C1=CC2=CC=CC(=C2C=C1)OC1=CC=C(C=C1)C(F)(F)F N-[(1R)-1-(1H-indazol-7-yl)ethyl]-5-[4-(trifluoromethyl)phenoxy]naphthalene-2-carboxamide